C(#N)C1=CC=C(CNC(=O)C=2C(N(C3=C(N=CC=C3C2)OCC2(CC2)S(=O)(=O)C(C)C)C)=O)C=C1 N-(4-cyanobenzyl)-8-((1-(isopropylsulfonyl)cyclopropyl)methoxy)-1-methyl-2-oxo-1,2-dihydro-1,7-naphthyridine-3-carboxamide